O1COC2=C1C=CC(=C2)NC=2C=NC(=C(C(=O)N)C2)NC2=CC(=CC(=C2)C)F 5-(benzo[d][1,3]Dioxolan-5-ylamino)-2-((3-fluoro-5-methylphenyl)amino)nicotinamide